CC=1C(=NC=CC1)C=1N=CC(=NC1)C1=CNC2=NC=C(C=C21)C=2C=CC1=C(CC[C@H](CC1)N1C3COCC1C3)C2 6-[(7S)-2-{3-[5-(3-Methylpyridin-2-yl)pyrazin-2-yl]-1H-pyrrolo[2,3-b]pyridin-5-yl}-6,7,8,9-tetrahydro-5H-benzo[7]annulen-7-yl]-3-oxa-6-azabicyclo[3.1.1]heptane